C(C=C)C1(CN(C1)C(=O)OC(C)(C)C)NS(=O)(=O)C=C tert-butyl 3-allyl-3-(vinylsulfonylamino)azetidine-1-carboxylate